OC(C(=O)O)(CC(C)C)CC(C)C 2-hydroxy-2-isobutyl-4-methylpentanoic acid